C1(=CC=CC=C1)S(=O)(=O)N1C=C(C=2C1=NC(=CC2)C2NC(=NO2)C)B2OC(C(O2)(C)C)(C)C 5-[1-(benzenesulfonyl)-3-(4,4,5,5-tetramethyl-1,3,2-dioxaborolan-2-yl)pyrrolo[2,3-b]pyridin-6-yl]-3-methyl-1,2,4-oxadiazoleN